C(N)(=O)C(C)N1C[C@@H]([C@H](CC1)NC(=O)C1=CC(=CC=2N(C=NC21)CC(F)(F)F)C#CCNC=2C(OC)=CC=C(C2)S(=O)(=O)C)C N-[(3S,4S)-1-(1-carbamoylethyl)-3-methyl-4-piperidyl]-6-[3-(4-mesyl-2-anisidino)-1-propynyl]-1-(2,2,2-trifluoroethyl)-1H-1,3-benzimidazole-4-carboxamide